CC1([C@H]2CC3=C(C(=C(N=C3[C@@H]1C2)N2CC1(CN(C1)C(C=C)=O)CC2)C#N)C=2C=NC=CC2C)C (M)-(1R,9R)-10,10-dimethyl-6-(4-methyl-3-pyridinyl)-4-(2-(2-propenoyl)-2,6-diazaspiro[3.4]octan-6-yl)-3-azatricyclo[7.1.1.02,7]undeca-2,4,6-triene-5-carbonitrile